7-((1H-benzo[d][1,2,3]triazol-7-yl)methyl)-3-((1H-indazol-4-yl)methyl)-5-methyl-3,5-dihydro-4H-pyridazino[4,5-b]indol-4-one N1N=NC2=C1C(=CC=C2)CC=2C=CC=1C3=C(N(C1C2)C)C(N(N=C3)CC3=C2C=NNC2=CC=C3)=O